C(C)N1C=2C=NC(=NC2N([C@@H](C1=O)C)CC)NCC=1C=NN(C1)CC1=CC=C(C=C1)F (R)-5,8-diethyl-2-(((1-(4-fluorobenzyl)-1H-pyrazol-4-yl)methyl)amino)-7-methyl-7,8-dihydropteridin-6(5H)-one